(2R)-1-indol-1-ylpropan-2-amine N1(C=CC2=CC=CC=C12)C[C@@H](C)N